FC1=CC=C(C=C1)NCC(=O)C1=CC=C(C=C1)C1=NOC(=N1)C(F)(F)F 2-((4-fluorophenyl)amino)-1-(4-(5-(trifluoromethyl)-1,2,4-oxadiazol-3-yl)phenyl)ethan-1-one